4-(6-chloropyrazin-2-yl)-N-(2-(2-(cyclopropanesulfonamido)thiazol-4-yl)propan-2-yl)-2-methoxybenzamide ClC1=CN=CC(=N1)C1=CC(=C(C(=O)NC(C)(C)C=2N=C(SC2)NS(=O)(=O)C2CC2)C=C1)OC